1-methoxy-2-(methoxymethyl)-2-methylhexadecane COCC(CCCCCCCCCCCCCC)(C)COC